NCC(=O)N1C(C=2N(CC1)C(=C(N2)C2=C(C(=CC(=C2)F)F)F)NC2=CC=C(C=C2)F)(C)C 2-amino-1-(3-((4-fluorophenyl)amino)-8,8-dimethyl-2-(2,3,5-trifluorophenyl)-5,6-dihydroimidazo[1,2-a]pyrazin-7(8H)-yl)ethan-1-one